N-(8-cyano-1,2,3,5,6,7-hexahydros-indacen-4-ylcarbamoyl)-3-fluoro-5-(2-hydroxypropan-2-yl)benzenesulfonamide C(#N)C=1C=2CCCC2C(=C2CCCC12)NC(=O)NS(=O)(=O)C1=CC(=CC(=C1)C(C)(C)O)F